C1(=CC=CC=C1)N1C=NN=C1C1=CC=C(C=C1)C(C)(C)C 4-Phenyl-5-(4-tertbutylphenyl)-1,2,4-triazole